C/C(=C/CO)/CC\C=C(\CC\C=C(\CCC=C(C)C)/C)/C (2Z,6E,10E)-3,7,11,15-tetramethylhexadeca-2,6,10,14-tetraen-1-ol